C(CCCCCCCCCC)OC(CCCCC=O)=O.NCCCCCC(=O)NC1=C(C(=O)NC=2SC(=C(N2)C)[N+](=O)[O-])C=CC=C1 2-(6-aminohexanamido)-N-(4-methyl-5-nitrothiazol-2-yl)benzamide undecyl-6-oxohexanoate